2'-fluoro-5'-(S)-methyl-uridine-3'-phosphorothioate P(O)(O)(=S)O[C@H]1[C@]([C@@H](O[C@@H]1[C@@H](O)C)N1C(=O)NC(=O)C=C1)(O)F